6-(tert-butylcarbamoyl)-2,3-dihydro-1,4-benzodioxin-2-carboxylic acid C(C)(C)(C)NC(=O)C1=CC2=C(OC(CO2)C(=O)O)C=C1